BrC1=C(SC(=C1)Cl)Cl 3-bromo-2,5-dichlorothiophene